2-methyl-N-(3-(4-morpholino-6-(pyridin-3-yl)thieno[3,2-d]pyrimidin-2-yl)phenyl)oxazole CC1OC=CN1C1=CC(=CC=C1)C=1N=C(C2=C(N1)C=C(S2)C=2C=NC=CC2)N2CCOCC2